aluminium disodium [Na].[Na].[Al]